4-((S)-4-acryloyl-2-methylpiperazin-1-yl)-7-(2-fluoro-6-hydroxyphenyl)-1-(2-isopropyl-4-methylpyridin-3-yl)-6-methyl-5,6,7,8-tetrahydropyrido[4,3-d]pyrimidin-2(1H)-one C(C=C)(=O)N1C[C@@H](N(CC1)C=1C2=C(N(C(N1)=O)C=1C(=NC=CC1C)C(C)C)CC(N(C2)C)C2=C(C=CC=C2O)F)C